OCC1(CC1)NC1=NC(=CC(=C1)C=1C=C(C=CC1C)NC(=O)N1C[C@@H](CC1)CC(F)(F)F)N1CCOCC1 (3S)-N-[3-(2-[[1-(hydroxymethyl)cyclopropyl]amino]-6-(morpholin-4-yl)pyridin-4-yl)-4-methylphenyl]-3-(2,2,2-trifluoroethyl)pyrrolidine-1-carboxamide